2-(benzo[d]thiazol-2-yl)-6-(2-(benzo[d]thiazol-2-yl)-4-methoxyphenoxy)-3-(3,5-dimethyl-1H-pyrazol-1-yl)-4-methoxyphenol S1C(=NC2=C1C=CC=C2)C2=C(C(=CC(=C2N2N=C(C=C2C)C)OC)OC2=C(C=C(C=C2)OC)C=2SC1=C(N2)C=CC=C1)O